FC=1C=C2C(=C(/C(/C2=CC1)=C/C1=C(C=CC2=CC=CC=C12)O)C)CC(=O)O 2-[(1Z)-5-fluoro-1-[(2-hydroxynaphthalen-1-yl)methylidene]-2-methyl-1H-inden-3-yl]acetic acid